C(C=C)C1=C(C=CC=C1)C=1C(=CC=CC1)C1=CC=CC=C1 allyl-terphenyl